FC1=C(C=C2COC(C2=C1)=O)CNC(OC(C)(C)C)=O tert-butyl ((6-fluoro-1-oxo-1,3-dihydroisobenzofuran-5-yl)methyl)carbamate